COC(=O)C12CC3C(C(CC(C1)C3)C2)=NOC methyl-4-(methoxyimino)adamantane-1-carboxylate